methyl-3-(6-methylpyridin-3-yl)-1,2-oxazol CC=1C(=NOC1)C=1C=NC(=CC1)C